C1CCC2=C(C=3CCCC3C=C12)NC(=O)N=S(=O)(N)C1=CC(=CC=C1)CN1CCOCC1 N'-((1,2,3,5,6,7-hexahydro-s-indacen-4-yl)carbamoyl)-3-(morpholinomethyl)benzene-sulfonimidamide